FC=1C=C(C=C2C(NC(=NC12)C1CCN(CC1)C)=O)C1=CC2=C(N=C(O2)C)C(=C1)F 8-Fluoro-6-(4-fluoro-2-methyl-1,3-benzoxazol-6-yl)-2-(1-methylpiperidin-4-yl)quinazolin-4(3H)-one